C(C)(=O)C1=CC(=C(C=C1)C=1N=C2N(C(N(C(=C2)C(F)(F)F)C2CC2)=O)C1)S(=O)(=O)CC 2-(4-acetyl-2-ethylsulfonyl-phenyl)-6-cyclopropyl-7-(trifluoromethyl)-imidazo[1,2-c]pyrimidin-5-one